ClC1=CC=C(C=C1)C1(CCC1)CNC=1C2=C(N=C(N1)N1CCN(CC1)C(C)=O)C=NN2C(CC)CC 1-{4-[7-{[1-(4-Chloro-phenyl)-cyclobutylmethyl]-amino}-1-(1-ethyl-propyl)-1H-pyrazolo[4,3-d]pyrimidin-5-yl]-piperazin-1-yl}-ethanon